C(C)(C)(C)OC(=O)N1CCN(CC1)C1=C(NC=2N(C1=O)N=C(C2)Br)CC 4-(2-Bromo-5-ethyl-7-oxo-4,7-dihydropyrazolo[1,5-a]pyrimidin-6-yl)piperazine-1-carboxylic acid tert-butyl ester